C1(=CC=CC=C1)NC(=O)C1=C(C=CC=C1)S(=O)(=O)N (phenylaminocarbonyl)benzenesulfonamide